The molecule is a member of the class of chalcones that is trans-chalcone substituted by hydroxy groups at positions 4, 2' and 4', a methoxy group at position 6' and a 3-hydroxy-3-methylbut-1-en-1-yl group at position 3'. It has been isolated from the aerial parts of Tephrosia candida. It has a role as a metabolite and a plant metabolite. It is a member of chalcones, a member of resorcinols, a tertiary alcohol and a monomethoxybenzene. It derives from a trans-chalcone. CC(C)(/C=C\\C1=C(C(=C(C=C1O)OC)C(=O)/C=C/C2=CC=C(C=C2)O)O)O